1-((2R,3R,4R,5R)-3-((tert-butyldimethylsilyl)oxy)-5-(((tert-butyldimethylsilyl)oxy)methyl)-4-(fluoromethoxy)tetrahydrofuran-2-yl)pyrimidine [Si](C)(C)(C(C)(C)C)O[C@H]1[C@@H](O[C@@H]([C@H]1OCF)CO[Si](C)(C)C(C)(C)C)N1CN=CC=C1